4-(4-fluorophenyl)piperazine dihydrochloride Cl.Cl.FC1=CC=C(C=C1)N1CCNCC1